1-(azetidin-3-yl)-4-methylpiperazine dihydrochloride Cl.Cl.N1CC(C1)N1CCN(CC1)C